[K+].P(=O)(OCCCCCCCCCCCCCCCC)([O-])[O-].[K+] Cetyl Phosphate Potassium salt